1-(4-amino-2-(ethoxymethyl)-1H-imidazo[4,5-c]quinolin-1-yl)-2-methylpropan-2-ol NC1=NC=2C=CC=CC2C2=C1N=C(N2CC(C)(O)C)COCC